tert-butyl 1,1-dimethyl-5-nitro-2,3-dihydro-1H-isoindole-2-carboxylate CC1(N(CC2=CC(=CC=C12)[N+](=O)[O-])C(=O)OC(C)(C)C)C